CC(C(=O)OCCCCCC)C=CC hexyl 2-methyl-3-pentenoate